2-iodo-6-(trifluoromethyl)pyridin-3-amine IC1=NC(=CC=C1N)C(F)(F)F